N1(N=NC=C1)CCCCC1=CC=C(C=C1)O 4-[4-(1H-1,2,3-triazole-1-yl)butyl]phenol